ClC1=CC=C2C(=N1)CN(C2=O)CCNC(C([2H])([2H])[2H])=O N-(2-(2-chloro-5-oxo-5,7-dihydro-6H-pyrrolo[3,4-b]pyridin-6-yl)ethyl)acetamide-2,2,2-d3